C(C1=CC=CC=C1)OC(=O)N1CC=2N=CN=CC2C1 5,7-dihydro-6H-pyrrolo[3,4-d]Pyrimidine-6-carboxylic acid benzyl ester